BrC1=CC(=C(OC=2C=CC(=C(C2)S(=O)(=O)NC2(CC2)CSC)OCC2=CC=C(C=C2)OC)C(=C1)Cl)Cl 5-(4-bromo-2,6-dichloro-phenoxy)-2-[(4-methoxyphenyl)methoxy]-N-[1-(methylsulfanylmethyl)cyclopropyl]benzenesulfonamide